FC1=C(C=CC=C1)S(=O)(C)=NC1=CC(=C(C=C1)C1=NOC(=N1)C(F)(F)F)OC (2-fluorophenyl)((3-methoxy-4-(5-(trifluoromethyl)-1,2,4-oxadiazol-3-yl)phenyl)imino)(methyl)-λ6-sulfanone